N1=C(C=CC=C1)SSC1OCCC1O (pyridin-2-yldisulfanyl)oxolan-3-ol